allyl isopentyl malonate C(CC(=O)OCCC(C)C)(=O)OCC=C